5-fluoro-N6-(quinolin-5-yl)-1H-pyrazolo[3,4-b]pyridine-3,6-diamine FC=1C=C2C(=NC1NC1=C3C=CC=NC3=CC=C1)NN=C2N